(terpyridyl) platinum (II) thiocyanate [Pt](SC#N)SC#N.N1=C(C=CC=C1)C1=NC=CC=C1C1=NC=CC=C1